C1(=CC=C(C=C1)NC1=CC=C(C=C1)C1=C(C=CC=C1)N1C2=CC=CC=C2C=2C=CC=CC12)C1=CC=CC=C1 N-([1,1'-biphenyl]-4-yl)-2'-(9H-carbazol-9-yl)-[1,1'-biphenyl]-4-amine